FC1=NC=C(C(=C1)C=1C(=NN2C1CC[C@@](C2)(C)CF)C2=NC=C(C=C2)F)F |r| (rac)-3-(2,5-difluoro-4-pyridinyl)-6-(fluoromethyl)-2-(5-fluoro-2-pyridinyl)-6-methyl-5,7-dihydro-4H-pyrazolo[1,5-a]pyridine